CC1=CC=C(C=C1)S(=O)(=O)OC1(CC(C1)O)OS(=O)(=O)C1=CC=C(C=C1)C (3-hydroxycyclobutane-1,1-diyl) bis(4-methylbenzenesulfonate)